C1(CC1)C1=NN(C=N1)C1CC2(CN(C2)C(=O)N2CC3(CN(C3)S(=O)(=O)C3=CC=C(C=C3)NC(C)=O)C2)C1 N-[4-[[6-[6-(3-cyclopropyl-1,2,4-triazol-1-yl)-2-azaspiro[3.3]heptane-2-carbonyl]-2,6-diazaspiro[3.3]heptan-2-yl]sulfonyl]phenyl]acetamide